3-methyl-1,4-dihydroindeno[1,2-b]pyrrole-2-carboxylic acid ethyl ester C(C)OC(=O)C1=C(C2=C(N1)C1=CC=CC=C1C2)C